CC(C=O)(C)N1C[C@@H]2N(CC1)C(OC2)=O (S)-2-methyl-2-(3-oxotetrahydro-3H-oxazolo[3,4-a]pyrazin-7(1H)-yl)propanal